3,4',5-trihydroxy-3'-methoxybenzyl-bibenzyl OC=1C=C(CC2=C(C=CC=C2)CCC2=CC(=C(C=C2)O)OC)C=C(C1)O